(R)-5-(2-fluoro-4-(trifluoromethyl)phenyl)-4-methyl-N-((2-methyl-pyrrolidin-2-yl)methyl)pyrimidin-2-amine, fumarate salt C(\C=C\C(=O)O)(=O)O.FC1=C(C=CC(=C1)C(F)(F)F)C=1C(=NC(=NC1)NC[C@@]1(NCCC1)C)C